NC(C)(C)C=1C=C(C=CC1)C1=CC=C2C=NCN(C2=C1)C1=C(C=C2CCNCC2=C1)OC 7-[3-(2-aminopropan-2-yl)phenyl]-N-(6-methoxy-1,2,3,4-tetrahydroisoquinolin-7-yl)quinazolin